ClC=1C=CC2=C(CC(CC=3N2C(=NN3)C3CN(CC3)C(=O)C3=NC=CC=C3)OC)C1 [3-(8-Chloro-5-methoxy-5,6-dihydro-4H-[1,2,4]triazolo[4,3-a][1]benzazepin-1-yl)pyrrolidin-1-yl](pyridin-2-yl)methanon